N-(3-dimethylamino-propyl)-N'-ethylcarbodiimide hydrochloride Cl.CN(CCCN=C=NCC)C